CC1(C(NC(C(=C1)C(=O)N)=O)C=1C=NC(=CC1)C(F)(F)F)C 3,3-dimethyl-6-oxo-2-[6-(trifluoromethyl)-3-pyridyl]-1,2-dihydropyridine-5-carboxamide